3-[2-(p-toluenesulfonyloxy)ethoxy]cyclobutanecarboxylic acid tert-butyl ester C(C)(C)(C)OC(=O)C1CC(C1)OCCOS(=O)(=O)C1=CC=C(C)C=C1